5-(5-(4-(trifluoromethyl)phenyl)-1,2,3,4-tetrahydroisoquinolin-8-yl)isoindolin-1-one hydrochloride Cl.FC(C1=CC=C(C=C1)C1=C2CCNCC2=C(C=C1)C=1C=C2CNC(C2=CC1)=O)(F)F